ClC1=C(C=C(C(=C1)Cl)C1=C(C(=C(C(=C1F)F)F)F)F)O 4,6-dichloro-2',3',4',5',6'-pentafluoro-[1,1'-biphenyl]-3-ol